C(C)OC(=O)OC[C@@H]1[C@H]([C@@H]([C@H]([C@@H](O1)OC1=NN(C(=C1CC1=CC=C(C=C1)SC)C)C(C)C)O)O)O 3-(6-O-ethoxycarbonyl-β-D-glucopyranosyloxy)-1-isopropyl-5-methyl-4-[(4-methylsulfanylphenyl)methyl]pyrazole